2-({[4-(Dimethylamino)butanoyl]oxy}methyl)-3-[(3-pentyloctanoyl)oxy]-2-{[(3-pentyloctanoyl)oxy]methyl}propyl methyl nonanedioate C(CCCCCCCC(=O)OC)(=O)OCC(COC(CC(CCCCC)CCCCC)=O)(COC(CC(CCCCC)CCCCC)=O)COC(CCCN(C)C)=O